COC1=CC=2C(=C3C(=NC2C=C1COCCN1CCCC1)CCC3)NC(COC)C 7-methoxy-N-(1-methoxypropan-2-yl)-6-{[2-(pyrrolidin-1-yl)ethoxy]methyl}-1H,2H,3H-cyclopenta[b]quinolin-9-amine